F[C@H]1CN(CC[C@@H]1N1N=CC(=C1)NC(=O)C1=NNC=2C[C@](CCC12)(C)COC)C(=O)OC(C)(C)C tert-butyl (3S,4S)-3-fluoro-4-(4-((R)-6-(methoxymethyl)-6-methyl-4,5,6,7-tetrahydro-1H-indazole-3-carboxamido)-1H-pyrazol-1-yl)piperidine-1-carboxylate